bis-phenylphosphine C1(=CC=CC=C1)PC1=CC=CC=C1